7-bromo-1-methoxy-N,N-bis(4-methoxybenzyl)isoquinoline-5-sulfonamide tert-Butyl-(3R)-3-[(1S)-5-acetamido-1-tert-butoxycarbonyl-pentyl]pyrrolidine-1-carboxylate C(C)(C)(C)OC(=O)N1C[C@H](CC1)[C@H](CCCCNC(C)=O)C(=O)OC(C)(C)C.BrC=1C=C(C=2C=CN=C(C2C1)OC)S(=O)(=O)N(CC1=CC=C(C=C1)OC)CC1=CC=C(C=C1)OC